C(C1=CC=CC=C1)OC(=O)N1CCC(CC1)CC(NC1=CC=CC=C1)=O 4-(2-oxo-2-(phenylamino)ethyl)piperidine-1-carboxylic acid benzyl ester